CN1N=CC2=CC=C(C=C12)C=1C2=C(NN1)C1=C(C2)SC(=C1)C=1C=C(SC1)CN1CCOCC1 4-((4-(3-(1-methyl-1H-indazol-6-yl)-1,4-dihydro-thieno[2',3':4,5]cyclopenta[1,2-c]pyrazol-6-yl)thiophen-2-yl)methyl)morpholine